C(C(C)C)N(C(=O)OCC)C(C1=CC=CC=C1)OC(C1=CC=CC(=C1)Cl)=O.CN(C(=O)C=1C=NN(C1C)C(C(F)(F)F)C)C1=CN=NC=C1 N,5-dimethyl-N-pyridazin-4-yl-1-(2,2,2-trifluoro-1-methylethyl)pyrazole-4-carboxamide ((isobutyl(ethoxycarbonyl)amino)(phenyl)methyl)-5-chlorobenzoate